(S)-N,N-dimethyl-1-(4-(4-(4,4,5,5-tetramethyl-1,3,2-dioxaborolan-2-yl)phenyl)morpholin-2-yl)methanamine CN(C[C@H]1CN(CCO1)C1=CC=C(C=C1)B1OC(C(O1)(C)C)(C)C)C